4-(5-(3,5-dichloro-4-fluorophenyl)-5-(trifluoromethyl)-4,5-dihydro-isoxazol-3-yl)-2-methylbenzamide ClC=1C=C(C=C(C1F)Cl)C1(CC(=NO1)C1=CC(=C(C(=O)N)C=C1)C)C(F)(F)F